2-[1-[2-(1,3-Benzodioxol-4-yl)-6-methyl-4-oxo-chromen-8-yl]ethylamino]benzoic acid methyl ester COC(C1=C(C=CC=C1)NC(C)C=1C=C(C=C2C(C=C(OC12)C1=CC=CC=2OCOC21)=O)C)=O